(2-(6-(2-ethyl-5-fluoro-4-hydroxyphenyl)-1H-indazol-3-yl)-4,6-dihydropyrrolo[3,4-d]imidazole-5(1H)-yl)(4-hydroxypiperidin-1-yl)methanone C(C)C1=C(C=C(C(=C1)O)F)C1=CC=C2C(=NNC2=C1)C1=NC2=C(N1)CN(C2)C(=O)N2CCC(CC2)O